C(C1=CC=CC=C1)(C1=CC=CC=C1)N1C2CN(C(C1)CC2)CC=2C=C1C(N(C(C1=CC2)=O)C2C(NC(CC2)=O)=O)=O 5-((5-benzhydryl-2,5-diazabicyclo[2.2.2]oct-2-yl)methyl)-2-(2,6-dioxopiperidin-3-yl)isoindoline-1,3-dione